S-(((3aR,4S,6R,6aS)-6-(4-((4-methoxybenzyl)(methyl)amino)-7H-pyrrolo[2,3-d]pyrimidin-7-yl)-2,2-dimethyltetrahydro-4H-cyclopenta[d][1,3]dioxol-4-yl)methyl) ethanethioate C(C)(SC[C@H]1C[C@H]([C@@H]2OC(O[C@@H]21)(C)C)N2C=CC1=C2N=CN=C1N(C)CC1=CC=C(C=C1)OC)=O